Methoxycarbonyl-4-(Trifluoromethoxy)Phenyl-Sulfonamide methyl-2,3-diazabicyclo[3.2.1]octane-4-carboxylate COC(=O)C1NNC2CCC1C2.COC(=O)NS(=O)(=O)C2=CC=C(C=C2)OC(F)(F)F